2,5-dioxabicyclo[2.2.1]heptan-7-yl acrylate C(C=C)(=O)OC1C2OCC1OC2